(S)-N-(1-(4-chloro-2-(4-fluorophenyl)-1H-imidazol-5-yl)-7-(oxazol-2-yl)-7-oxoheptyl)-1-methylazetidine-3-carboxamide (2R,3R)-2,3-dihydroxysuccinate O[C@@H](C(=O)O)[C@H](C(=O)O)O.ClC=1N=C(NC1[C@H](CCCCCC(=O)C=1OC=CN1)NC(=O)C1CN(C1)C)C1=CC=C(C=C1)F